(R)-2-chloro-4-((2-cyclopropyl-7-methyl-6-oxo-1,2,3,4,6,7-hexahydro-[1,4]oxazepino[2,3-c]quinolin-10-yl)amino)nicotinonitrile ClC1=C(C#N)C(=CC=N1)NC1=CC=2C3=C(C(N(C2C=C1)C)=O)OCC[C@@H](N3)C3CC3